C(C1=CC=CC=C1)NC(=O)N1C(CCC2=CC=C(C=C12)CCN1CCN(CC1)C1=CC(=CC=2SC=CC21)F)=O N-Benzyl-7-(2-(4-(6-fluorobenzo[b]thiophen-4-yl)piperazin-1-yl)ethyl)-2-oxo-3,4-dihydroquinoline-1(2H)-carboxamide